(S)-(tert-butyl 1-((3-chloro-2-fluorobenzyl) amino)-1-oxo-3-phenylpropan-2-yl) carbamate C(N)(O[C@H](C(=O)NCC1=C(C(=CC=C1)Cl)F)C(C1=CC=CC=C1)C(C)(C)C)=O